2-amino-2-(3-fluorophenyl)ethanol NC(CO)C1=CC(=CC=C1)F